The molecule is a monocarboxylic acid that is acetic acid in which one of the methyl hydrogens has been replaced by a 2-ethoxyethoxy group. It has a role as a human urinary metabolite. It is a diether and a monocarboxylic acid. CCOCCOCC(=O)O